5,6-dichloro-1-(2-(dimethylamino)ethyl)-3-(1-(cis-4-isopropylcyclohexyl)piperidin-4-yl)-1,3-dihydro-2H-benzo[d]imidazol-2-one ClC1=CC2=C(N(C(N2C2CCN(CC2)[C@@H]2CC[C@@H](CC2)C(C)C)=O)CCN(C)C)C=C1Cl